2-fluoro-N-((1-(4-(5-(trifluoromethyl)-1,2,4-oxadiazol-3-yl)phenyl)-1H-pyrazol-4-yl)methyl)benzamide FC1=C(C(=O)NCC=2C=NN(C2)C2=CC=C(C=C2)C2=NOC(=N2)C(F)(F)F)C=CC=C1